3-[[1-(1-Cyano-1-methyl-ethyl)-3-methyl-pyrazol-4-yl]amino]-5-(methylamino)-6-(3-methylimidazo[4,5-c]pyridin-7-yl)pyrazin-2-carboxamid C(#N)C(C)(C)N1N=C(C(=C1)NC=1C(=NC(=C(N1)NC)C=1C2=C(C=NC1)N(C=N2)C)C(=O)N)C